4-methyl-2,5-bis(propan-2-yl)thiophen-3-amine hydrochloride Cl.CC=1C(=C(SC1C(C)C)C(C)C)N